(2-chloro-4-phenoxyphenyl)(2-(cis-3-methoxycyclopentyl)-1,6-dihydroimidazo[4,5-d]Pyrrolo[2,3-b]Pyridin-8-yl)methanone ClC1=C(C=CC(=C1)OC1=CC=CC=C1)C(=O)C1=CNC2=NC=C3C(=C21)NC(=N3)[C@@H]3C[C@@H](CC3)OC